(R)-(6-bromo-2-methyl-4-((1-(2-methyl-3-(trifluoromethyl)phenyl)ethyl)amino)quinazolin-7-yl)dimethylphosphine oxide BrC=1C=C2C(=NC(=NC2=CC1P(C)(C)=O)C)N[C@H](C)C1=C(C(=CC=C1)C(F)(F)F)C